C(C=C)(=O)OC1=CC=C(C[C@](N(S(=O)(=O)O)CCCO)(C(=O)O)CC2CO2)C=C1 glycidyl-hydroxypropyl-sulfotyrosine acrylate